3-((8-(3,3-difluoropyrrolidin-1-yl)pyrido[3,4-d]pyrimidin-2-yl)amino)-1,6-dimethyl-5,6,7,8-tetrahydro-1,6-naphthyridin-2(1H)-one FC1(CN(CC1)C1=NC=CC2=C1N=C(N=C2)NC=2C(N(C=1CCN(CC1C2)C)C)=O)F